O[C@@H]1C[C@H](N(C1)C([C@H](C(C)(C)C)N1N=NC(=C1)CSC1=CC=C(C=C1)CO)=O)C(=O)NC (2S,4R)-4-hydroxy-1-[(2S)-2-[4-[[4-(hydroxymethyl)phenyl]sulfanylmethyl]triazol-1-yl]-3,3-dimethyl-butanoyl]-N-methyl-pyrrolidine-2-carboxamide